α-benzyloxystyrene C(C1=CC=CC=C1)OC(=C)C1=CC=CC=C1